sodium bis(3-tribromomethylhexyl) sulfosuccinate S(=O)(=O)(O)C(C(=O)OCCC(CCC)C(Br)(Br)Br)CC(=O)OCCC(CCC)C(Br)(Br)Br.[Na]